(1R,3R)-2,2-dimethyl-3-(2-methylprop-1-enyl)-cyclopropyl-methyl (R)-2-acetoxy-3-methylbutanoate C(C)(=O)O[C@@H](C(=O)OC[C@H]1C([C@@H]1C=C(C)C)(C)C)C(C)C